O=C(C(=O)OCC(=O)O)C(=O)[O-] carboxymethyl oxomalonate